((3-chlorobenzyl)amino)-6-(3,5-dimethylisoxazol-4-yl)-N-((trans)-3-Hydroxycyclobutyl)quinazoline-2-carboxamide ClC=1C=C(CNC2=NC(=NC3=CC=C(C=C23)C=2C(=NOC2C)C)C(=O)N[C@@H]2C[C@H](C2)O)C=CC1